C(C)OC=1C=C(C(=O)NC(C)C2=NC(=CC=C2)OC)C(=CN1)[N+](=O)[O-] 2-ethoxy-5-nitro-N-(1-(6-methoxypyridin-2-yl)ethyl)isonicotinamide